C(C)OCCNC(=O)C1CN(C1)C=1N=CC2=C(N1)N(C=C(C2=O)C(=O)OCC)C=2SC=CN2 ethyl 2-{3-[(2-ethoxyethyl)carbamoyl]azetidin-1-yl}-5-oxo-8-(1,3-thiazol-2-yl)-5H,8H-pyrido[2,3-d]pyrimidine-6-carboxylate